2-(4-cyclopropyl-6-methoxy-pyrimidin-5-yl)-7-(2,2-difluoroethyl)-9-[[4-[5-methoxy-3-(trifluoromethyl)pyrazol-1-yl]phenyl]methyl]purin-8-imine C1(CC1)C1=NC=NC(=C1C1=NC=C2N(C(N(C2=N1)CC1=CC=C(C=C1)N1N=C(C=C1OC)C(F)(F)F)=N)CC(F)F)OC